tert-butyl-(3-exo)-3-((7-((5-methyl-1H-pyrazol-3-yl) amino) imidazo[1,2-c]pyrimidin-5-yl) amino)-8-azabicyclo[3.2.1]octane-8-carboxylate C(C)(C)(C)OC(=O)N1C2CC(CC1CC2)NC2=NC(=CC=1N2C=CN1)NC1=NNC(=C1)C